C(CCCCC=O)=O 1,6-hexanedione